3-(4-[2,6-difluoro-4-({[(3-methyloxetan-3-yl)methyl]carbamoyl}amino)phenoxy]-1-{[2-(trimethylsilyl)ethoxy]methyl}-1H-pyrrolo[2,3-b]pyridin-3-yl)-5-fluoro-N,N-dimethylbenzamide FC1=C(OC2=C3C(=NC=C2)N(C=C3C=3C=C(C(=O)N(C)C)C=C(C3)F)COCC[Si](C)(C)C)C(=CC(=C1)NC(NCC1(COC1)C)=O)F